BrC1=C(C(=CC(=C1)F)F)[C@@H]([C@@](C(=O)OC)(C1=CC=CC=C1)O)C methyl (2S,3S)-3-(2-bromo-4,6-difluorophenyl)-2-hydroxy-2-phenylbutyrate